(R)-3-(2-(5-(hydroxymethyl)furan-2-yl)-6-(phenylsulfonyl)imidazo[4,5-d]Pyrrolo[2,3-b]Pyridin-1(6H)-yl)-N-(2,2,2-trifluoroethyl)pyrrolidine-1-carboxamide OCC1=CC=C(O1)C1=NC=2C(=C3C(=NC2)N(C=C3)S(=O)(=O)C3=CC=CC=C3)N1[C@H]1CN(CC1)C(=O)NCC(F)(F)F